ICC.N1C=CC2=CC=CC=C12 indole iodoethane salt